(E)-3-(dimethylamino)-1-(tetrahydro-2H-pyran-4-yl)-2-((1-tosyl-1H-pyrrolo[2,3-b]pyridin-4-yl)oxy)prop-2-en-1-one 1,1,3,3-tetramethylbutyl-peroxyneodecanoate CC(CC(C)(C)C)(C)OOC(CCCCCC(C)(C)C)=O.CN(/C=C(\C(=O)C1CCOCC1)/OC1=C2C(=NC=C1)N(C=C2)S(=O)(=O)C2=CC=C(C)C=C2)C